N-(But-3-en-1-yl)-4,6-dichloro-N-methylnicotinamide C(CC=C)N(C(C1=CN=C(C=C1Cl)Cl)=O)C